1-ethyl-N-[6-(trifluoromethoxy)-1,3-benzothiazol-2-yl]cyclohexane-1-carboxamide C(C)C1(CCCCC1)C(=O)NC=1SC2=C(N1)C=CC(=C2)OC(F)(F)F